tert-Butyl [1,2,4]Triazolo[1,5-a]pyrazin-2-ylcarbamate N=1C(=NN2C1C=NC=C2)NC(OC(C)(C)C)=O